Triethyl-(trifluoromethyl)silane C(C)[Si](C(F)(F)F)(CC)CC